BrC=1C(=NN2C1CCC1(C2)C(C1)(F)F)C1=CC=C(C=C1)F 3'-bromo-2,2-difluoro-2'-(4-fluorophenyl)-5',7'-dihydro-4'H-spiro[cyclopropane-1,6'-pyrazolo[1,5-a]pyridine]